Tert-butyl-[4-(4-fluoropyrazol-1-yl)cyclohexoxy]-diphenyl-silane C(C)(C)(C)[Si](C1=CC=CC=C1)(C1=CC=CC=C1)OC1CCC(CC1)N1N=CC(=C1)F